N-(2-chloroethyl)imidazole ClCCN1C=NC=C1